2-aminobenzothiazole-6-carboxylate NC=1SC2=C(N1)C=CC(=C2)C(=O)[O-]